OC1=C(C=C(C#N)C(=C1)C)C(C)C 4-hydroxy-6-methyl-3-propan-2-ylbenzonitrile